5-Chloro-N-(2-(3,3-dimethylbutyl)-1,2,3,4-tetrahydroisoquinolin-6-yl)-1-ethyl-3-(5-methylisoxazol-3-yl)-1H-pyrazole-4-carboxamide ClC1=C(C(=NN1CC)C1=NOC(=C1)C)C(=O)NC=1C=C2CCN(CC2=CC1)CCC(C)(C)C